CNC(=O)NC1=CC(=C(C=C1)Cl)Cl The molecule is a member of the class of phenylureas that is urea in which a hydrogens attached to one nitrogen is substituted by a methyl group, and one of the hydrogens attached to the other nitrogen is substituted by a 3,4-dichlorophenyl group. It is a metabolite of diuron. It has a role as a marine xenobiotic metabolite. It is a dichlorobenzene and a member of phenylureas.